2-(4-tert-butylcarbonyloxy-phenyl)-3,5,7-tri-tert-butylcarbonyloxy-quinolin-4-one C(C)(C)(C)C(=O)OC1=CC=C(C=C1)C1=NC2=CC(=CC(=C2C(C1OC(=O)C(C)(C)C)=O)OC(=O)C(C)(C)C)OC(=O)C(C)(C)C